(R)-2-amino-3-(7-(difluoromethyl)thieno[3,2-b]pyridine-2-carboxamido)propionic acid N[C@@H](C(=O)O)CNC(=O)C1=CC2=NC=CC(=C2S1)C(F)F